C(C)N(C1=CC=C(C=CC2=CCN(C=C2)CC)C=C1)CC 4-(4-(diethylamino)styryl)-1-ethylpyridine